O1C(OCC1)C1=CC(=C(C(=C1C(CF)=O)F)[Si](C)(C)C)F (6-(1,3-dioxolan-2-yl)-2,4-difluoro-3-(trimethylsilyl)phenyl)-2-fluoroethane-1-one